ethyl 2-[2-[4-[2-[1-(6,7-dihydro-5H-pyrrolo[1,2-c]imidazol-1-yl)-2-oxo-2-(thiazol-2-ylamino)ethyl]-7-fluoro-3-oxo-isoindolin-5-yl]phenyl]-2-azaspiro[3.3]heptan-6-yl]acetate C1(=C2N(C=N1)CCC2)C(C(NC=2SC=CN2)=O)N2CC1=C(C=C(C=C1C2=O)C2=CC=C(C=C2)N2CC1(C2)CC(C1)CC(=O)OCC)F